1-[1-(2-fluoroacryloyl)azetidin-3-yl]-7-(3-hydroxytetrahydro-1H-pyrrol-1-yl)-3-[6-(trifluoromethyl)pyridin-3-yl]-2,3-dihydro-1H-imidazo[4,5-b]pyridin-2-one FC(C(=O)N1CC(C1)N1C(N(C2=NC=CC(=C21)N2CC(CC2)O)C=2C=NC(=CC2)C(F)(F)F)=O)=C